FC1=CC=C(C=C1)N1C(=C(C2=C1C=C1C=NNC1=C2)C2=CC=C(C(=O)O)C=C2)C2(COC2)C 4-[5-(4-fluorophenyl)-6-(3-methyloxetan-3-yl)-1H-pyrrolo[2,3-f]indazol-7-yl]benzoic Acid